7-chloro-N-(1,4-dimethylpiperidin-4-yl)-1,6-naphthyridin-2-amine ClC1=NC=C2C=CC(=NC2=C1)NC1(CCN(CC1)C)C